hydroxydecanoyl-coenzyme A OCCCCCCCCCC(=O)SCCNC(CCNC([C@@H](C(COP(OP(OC[C@@H]1[C@H]([C@H]([C@@H](O1)N1C=NC=2C(N)=NC=NC12)O)OP(=O)(O)O)(=O)O)(=O)O)(C)C)O)=O)=O